C(=C)C=1C(=NC(N([C@H]2[C@H](O)[C@H](O)[C@@H](CO)O2)C1)=O)N 5-Vinylcytidine